4-Methyl-3-[4-[5-(4-methylpiperazin-1-yl)-3-pyridyl]pyrazol-1-yl]-N-[4-(trifluoromethyl)-2-pyridyl]benzamide CC1=C(C=C(C(=O)NC2=NC=CC(=C2)C(F)(F)F)C=C1)N1N=CC(=C1)C=1C=NC=C(C1)N1CCN(CC1)C